3-(3,5-dimethoxyphenyl)-1-(1-(4-(dimethylamino)but-2-enoyl)pyrrolidin-3-yl)-7-(methylamino)-3,4-dihydropyrimido[4,5-d]pyrimidin-2(1H)-one COC=1C=C(C=C(C1)OC)N1C(N(C2=NC(=NC=C2C1)NC)C1CN(CC1)C(C=CCN(C)C)=O)=O